P(=O)(OC1=C(C(=CC=C1)C(CCC)CCCC)C(CCC)CCCC)([O-])[O-] di-(4-octyl)phenyl phosphate